(tert-butoxycarbonyl)-3-(tetrahydro-2H-pyran-4-yl)pyrrolidine-3-carboxylic acid C(C)(C)(C)OC(=O)N1CC(CC1)(C(=O)O)C1CCOCC1